FC1(C(N(C2=C(O1)C=C(C(=C2)C2=C(C(=C(C(=C2F)F)F)F)F)F)CC(=O)N2[C@@H](CSCC2)C(=O)OC)=O)F methyl (R)-4-(2-(2,2,7-trifluoro-3-oxo-6-(perfluorophenyl)-2,3-dihydro-4H-benzo[b][1,4]oxazin-4-yl)acetyl)thiomorpholine-3-carboxylate